C(C)(C)SC=1C(=NC=CC1)CN (3-(isopropylsulfanyl)pyridin-2-yl)methylamine